C1(=CC=CC=C1)N1CCN(CC1)C(C1=CC(=CC=C1)NC1=CC=NC2=CC(=CC=C12)C(F)(F)F)=O 1-phenyl-4-{3-[(7-trifluoromethylquinolin-4-yl)amino]Benzoyl}piperazine